ClC1=C(C=CC=C1C1=C(C(=NC=C1)C1=CC(=C(C=C1)CNC)F)Cl)C1=CC=C(C(=N1)OC)CNC 1-(6-(2-chloro-3-(3-chloro-2-(3-fluoro-4-((methylamino)methyl)phenyl)pyridin-4-yl)phenyl)-2-methoxypyridin-3-yl)-N-methylmethanamine